C(C)OC(C(C)C1CN(CC1)C(=O)OCCCC)=O butyl 3-(1-ethoxy-1-oxopropan-2-yl)pyrrolidine-1-carboxylate